C(CCCCCCC\C=C/C\C=C/CCCCC)(=O)OCC(COC(CCC(OCCCCCCCC)OCCCCCCCC)=O)COC(=O)OCCCN(CC)CC 3-((4,4-bis(octyloxy)butanoyl)oxy)-2-((((3-(diethyl amino)propoxy)carbonyl)oxy)methyl)propyl (9Z,12Z)-octadeca-9,12-dienoate